N1(CCOCC1)CCCNC(=O)C=1N=CSC1 N-[3-(morpholin-4-yl)propyl]thiazole-4-carboxamide